C[NH+](CCOC1=C(C=CC=C1)C(\C=C\C1=CC=CC=C1)=O)C dimethyl-[2-[2-[(E)-3-phenylprop-2-enoyl]phenoxy]ethyl]azanium